5-chloro-1'-[2-({6-[(1S)-1,2-dihydroxyethyl]-5-(trifluoromethyl)pyridin-3-yl}oxy)ethyl]-1,2-dihydrospiro[indole-3,4'-piperidin]-2-one ClC=1C=C2C(=CC1)NC(C21CCN(CC1)CCOC=1C=NC(=C(C1)C(F)(F)F)[C@@H](CO)O)=O